C(=O)(O)C(C)(CC)OC1=CC=C(C=C1)C1(CCCCC1)C1=CC=C(OC(C(=O)O)(CC)C)C=C1 2-[4-[1-[4-(2-carboxybutan-2-yloxy)phenyl]cyclohexyl]phenoxy]-2-methylbutanoic acid